3-benzoyl-1-((3aS,4R,6aR)-6-(((tert-butyldiphenylsilyl)oxy)methyl)-2,2-dimethyl-3a,6a-dihydro-4H-cyclopenta[d][1,3]dioxol-4-yl)-5-methylpyrimidine-2,4(1H,3H)-dione C(C1=CC=CC=C1)(=O)N1C(N(C=C(C1=O)C)[C@@H]1C=C([C@H]2OC(O[C@H]21)(C)C)CO[Si](C2=CC=CC=C2)(C2=CC=CC=C2)C(C)(C)C)=O